C1(=CC=CC=C1)[C@@H](CC(=O)O)C1(CC1)C(F)(F)F (3R)-3-phenyl-3-[1-(trifluoromethyl)cyclopropyl]propanoic acid